[Na].[Na].OC(C(=O)O)C(C(=O)O)O 2,3-dihydroxysuccinic acid disodium